O[C@H]1N(CCC1)CC(=O)O (R)-(2-HYDROXYPYRROLIDIN-1-YL)-ACETIC ACID